Cl.BrC1=CC(=C2C=NN(C2=C1)C=1SC(=NN1)C(F)F)N1CCNCC1 6-bromo-1-[5-(difluoromethyl)-1,3,4-thiadiazol-2-yl]-4-(piperazin-1-yl)indazole hydrochloride